2-Methyl-5-(3-methoxyphenyl)-N-(3-(2-(piperidin-1-yl)propyl)-1,2,4-thiadiazol-5-yl)furan-3-carboxamide CC=1OC(=CC1C(=O)NC1=NC(=NS1)CC(C)N1CCCCC1)C1=CC(=CC=C1)OC